ClC1=CC(=C(N=N1)C(=O)OC)N1CC2(CCCN2C(=O)OC(C)(C)C)CC1 tert-butyl 7-(6-chloro-3-(methoxycarbonyl)pyridazin-4-yl)-1,7-diazaspiro[4.4]nonane-1-carboxylate